Methyl 4-(2-(2-hydroxyethyl)phenyl)butanoate OCCC1=C(C=CC=C1)CCCC(=O)OC